3-(5,5-dimethyl-1,3-dioxan-2-yl)-5-fluoro-4-hydroxy-N-(4-(methyl(neopentyl)amino)phenyl)benzamide CC1(COC(OC1)C=1C=C(C(=O)NC2=CC=C(C=C2)N(CC(C)(C)C)C)C=C(C1O)F)C